C=C1CC2C(CN(C2)C(=O)OC(C)(C)C)C1 tert-butyl 5-methylenehexahydrocyclopenta[c]pyrrole-2(1H)-carboxylate